4-(trans-2-acryloyloctahydro-5H-pyrrolo[3,4-c]pyridin-5-yl)-3-chloro-5-fluoro-2-methyl-1H-indole-7-carboxamide C(C=C)(=O)N1C[C@H]2CN(CC[C@@H]2C1)C1=C2C(=C(NC2=C(C=C1F)C(=O)N)C)Cl